(R)-5-((1,4-dioxane-2-yl)methoxy)-1,3,4-thiadiazol-2-amine O1[C@H](COCC1)COC1=NN=C(S1)N